OC1(COC1)C#CC1=CC2=C(OC[C@@H](C(N2C)=O)NC(=O)C2=NC=CC(=C2)OC2=CC=CC=C2)C=C1 (S)-N-(7-((3-hydroxyoxetan-3-yl)ethynyl)-5-methyl-4-oxo-2,3,4,5-tetrahydrobenzo[b][1,4]oxazepin-3-yl)-4-phenoxypyridineamide